FC(N1N=C(C=C1)C1=NN=C(O1)C(=O)N1[C@@H](C2=C(CC1)NC=N2)C2=NN1C(C=CC=C1)=C2)F (S)-(5-(1-(difluoromethyl)-1H-pyrazol-3-yl)-1,3,4-oxadiazol-2-yl)(4-(pyrazolo[1,5-a]pyridin-2-yl)-6,7-dihydro-1H-imidazo[4,5-c]pyridin-5(4H)-yl)methanone